(p-dimethylaminophenyl)(di-tert-butylphosphine) CN(C1=CC=C(C=C1)P(C(C)(C)C)C(C)(C)C)C